4-(4-(tert-butoxycarbonyl)morpholin-2-yl)-2-carbamoylpyridine 1-oxide C(C)(C)(C)OC(=O)N1CC(OCC1)C1=CC(=[N+](C=C1)[O-])C(N)=O